(Z)-1-bromohex-3-ene BrCC\C=C/CC